COC1=C(C=CC=C1)C=C(C(=O)OC)CC(=O)OC Dimethyl 2-[(2-methoxyphenyl)methylidene]butanedioate